C(C)N1CCC(CC1)N1CCC(CC1)N1N=C(C=2C1=NC=NC2N)C2=C(C=C(C=C2)OC2=CC=CC=C2)F 1-(1'-ethyl-[1,4'-bipiperidin]-4-yl)-3-(2-fluoro-4-phenoxyphenyl)-1H-pyrazolo[3,4-d]pyrimidin-4-amine